4-(3,5-Dimethoxy-4-((3-(Prop-2-Yn-1-Yloxy)Piperidin-1-Yl)Methyl)Phenyl)-2-Methyl-2,7-Naphthyridin-1(2H)-One COC=1C=C(C=C(C1CN1CC(CCC1)OCC#C)OC)C1=CN(C(C2=CN=CC=C12)=O)C